NC=1C(=C(C=CC1N)C=1N(CCOC1)C(=O)OC(C)(C)C)F tert-Butyl 5-(3,4-diamino-2-fluorophenyl)-2,3-dihydro-1,4-oxazine-4-carboxylate